3-(hydroxymethyl)thiomorpholine-4-carboxylic acid tert-butyl ester C(C)(C)(C)OC(=O)N1C(CSCC1)CO